ClC1=NC(=NC(=N1)C1=CC=CC2=CC=CC=C12)C1=CC=CC=C1 4-chloro-2-phenyl-6-naphthyl-1,3,5-triazine